OC1=CC=C(C=C1)[C@@H](CC(=O)O)C#CC |r| racemic-(3R/S)-3-(4-hydroxyphenyl)hex-4-ynoic acid